CNC1=CC(=NC=C1C=1SC(=NN1)C1CNCC1)N1C=CC=2C1=NC=C(C2)C#N 1-(4-(methylamino)-5-(5-(pyrrolidin-3-yl)-1,3,4-thiadiazol-2-yl)pyridin-2-yl)-1H-pyrrolo[2,3-b]pyridine-5-carbonitrile